FC(C1=CC=C(N=N1)CC1CC2(CN(C2)C(=O)OC(C)(C)C)C1)(F)F tert-Butyl 6-[[6-(trifluoromethyl)pyridazin-3-yl]methyl]-2-azaspiro[3.3]heptane-2-carboxylate